CN(C(C)=O)C.[Ni].[Ni].[Ni] tri-nickel N,N-dimethylacetamide